NCC(CO)CC1=CC=C(C=C1)OC(F)(F)F 3-amino-2-{[4-(trifluoromethoxy)phenyl]methyl}propan-1-ol